C1=CN(C(=O)N=C1N)Br bromocytosine